3-Fluoro-4-[4-(2-fluoro-pyridin-3-yl)-5-methylsulfanyl-pyrimidin-2-ylamino]-N-o-tolyl-benzamid FC=1C=C(C(=O)NC2=C(C=CC=C2)C)C=CC1NC1=NC=C(C(=N1)C=1C(=NC=CC1)F)SC